8-Amino-3-(2-methyl-5-(1,1,1-trifluoro-2-hydroxypropan-2-yl)phenyl)-N-((3-methylisoxazol-5-yl)methyl)imidazo[1,2-a]pyrazine-6-carboxamide NC=1C=2N(C=C(N1)C(=O)NCC1=CC(=NO1)C)C(=CN2)C2=C(C=CC(=C2)C(C(F)(F)F)(C)O)C